S(N)(OC[C@@H]1[C@H](C[C@@H](C1)NC1=NC=NC=C1C(=O)C=1OC=C(C1)[C@H](O)C1=CC(=CC=C1)Cl)O)(=O)=O [(1R,2S,4R)-4-[(5-{4-[(R)-(3-chlorophenyl)(hydroxy)methyl]-2-furoyl}pyrimidin-4-yl)amino]-2-hydroxycyclopentyl]methyl sulfamate